S1N=C(C2=C1C=CC=C2)N2CCN(CC2)CCCOC2CN1C(CCC3=C(C=CC2=C13)F)=O (3-(4-(benzo[d]isothiazol-3-yl)piperazin-1-yl)propoxy)-7-fluoro-5,6-dihydro-1H-pyrrolo[3,2,1-ij]quinolin-4(2H)-one